C(C)C1N(CCCC1)S(=O)(=O)C1=CC=C(C=C1)NC(C1=CC(=C(C=C1)OC)I)=O N-(4-((2-ethylpiperidin-1-yl)sulfonyl)phenyl)-3-iodo-4-methoxybenzamide